C(C)(C)C1N(CCN(C1)C)CC1=CC(=C2CNC(C2=C1)=O)C(F)(F)F 6-((2-isopropyl-4-methylpiperazin-1-yl)methyl)-4-(trifluoromethyl)isoindolin-1-one